tert-butyl (3r,6s)-3-((tert-butyldiphenylsilyl) oxy)-6-hydroxyazepan-1-carboxylate [Si](C1=CC=CC=C1)(C1=CC=CC=C1)(C(C)(C)C)O[C@H]1CN(C[C@H](CC1)O)C(=O)OC(C)(C)C